N-(3-Cyano-4-methyl-1H-indol-7-yl)-1-cyclobutyl-pyrazol-4-sulfonamid C(#N)C1=CNC2=C(C=CC(=C12)C)NS(=O)(=O)C=1C=NN(C1)C1CCC1